C(CCCCC)(=O)OCC.[Bi] bismuth 2-ethyl hexanoate